C1(CC1)CS(=O)(=O)NC=1C=CC=C2C=CC(=NC12)CN(C)C 1-Cyclopropyl-N-(2-((dimethylamino)methyl)quinolin-8-yl)methanesulfonamide